2-Chloro-N4-(4-chloro-3-methoxyphenyl)-5-methylpyrimidin-4-amine ClC1=NC=C(C(=N1)NC1=CC(=C(C=C1)Cl)OC)C